C(C)(C)(C)OC(=O)N[C@@H]1CN(CC[C@@H]1O)C(=O)OCC1=CC=CC=C1 (cis)-benzyl 3-((tert-butoxycarbonyl)amino)-4-hydroxypiperidine-1-carboxylate